N-methyl-glycine ethyl ester hydrochloride Cl.C(C)OC(CNC)=O